methyl (2R)-2-(tert-butoxycarbonylamino)-3-(1-methylcyclobutyl)propanoate C(C)(C)(C)OC(=O)N[C@@H](C(=O)OC)CC1(CCC1)C